7-fluoro-4-(1-carboxy-1-methylbutylamino)quinoline FC1=CC=C2C(=CC=NC2=C1)NC(CCC)(C)C(=O)O